COC(=O)C=1C=CC2=C(N(C([C@H](CS2)NC(=O)OC(C)(C)C)=O)CC2=CC=C(C=C2)C2=NOC(=N2)C2CC2)C1 (3R)-3-(tert-Butoxycarbonylamino)-5-[[4-(5-cyclopropyl-1,2,4-oxadiazol-3-yl)phenyl]methyl]-4-oxo-2,3-dihydro-1,5-benzothiazepine-7-Carboxylic acid methyl ester